C(C1=CC=CC=C1)OCCC1CCC(CO1)N 6-((benzyloxy)ethyl)tetrahydro-2H-pyran-3-amine